C(C=C)[C@]1([C@H](N(C[C@@H]1O)C(=O)OC(C)(C)C)C(=O)OC)CCO (2S,3R,4R)-1-tert-butyl 2-methyl 3-allyl-4-hydroxy-3-(2-hydroxyethyl)pyrrolidine-1,2-dicarboxylate